CC1(CC(CO1)NC=1N=NC=C2C1C=NC=C2)C N-(5,5-dimethyltetrahydrofuran-3-yl)pyrido[3,4-d]pyridazin-4-amine